(E)-1-methoxy-4-(2-(phenylsulfonyl)vinyl)benzene methyl-4-(3-cyano-4-methoxypyrazolo[1,5-a]pyridin-6-yl)benzoate COC(C1=CC=C(C=C1)C=1C=C(C=2N(C1)N=CC2C#N)OC)=O.COC2=CC=C(C=C2)\C=C\S(=O)(=O)C2=CC=CC=C2